7-(propynyl)isoquinolinone C(#CC)C1=CC=C2C=CNC(C2=C1)=O